N-(3-(stearoyloxy))propyl-N,N-dimethylamine C(CCCCCCCCCCCCCCCCC)(=O)OCCCN(C)C